3,7-diphenyl-10h-phenoxazine C1(=CC=CC=C1)C=1C=CC=2NC3=CC=C(C=C3OC2C1)C1=CC=CC=C1